OC[C@H]1O[C@@H](OC1)CCCCCCC trans-4-hydroxymethyl-2-n-heptyl-1,3-dioxolane